The molecule is a trisaccharide consisting of two beta-D-galactopyranose residues and an alpha-D-glucopyranose residue joined in sequence by (1->4) glycosidic bonds. It derives from an alpha-lactose and a beta-D-galactopyranosyl-(1->4)-beta-D-galactopyranose. C([C@@H]1[C@@H]([C@@H]([C@H]([C@@H](O1)O[C@H]2[C@H](O[C@H]([C@@H]([C@H]2O)O)O[C@@H]3[C@H](O[C@@H]([C@@H]([C@H]3O)O)O)CO)CO)O)O)O)O